8-fluoro-2-hydroxynaphthalene-1,4-dione FC=1C=CC=C2C(C=C(C(C12)=O)O)=O